(S)-3-(1'-((3-(4-chlorophenyl)isoxazol-5-yl)methyl)-6-oxo-6,8-dihydro-2H,7H-spiro[furo[2,3-e]isoindole-3,4'-piperidin]-7-yl)piperidine-2,6-dione ClC1=CC=C(C=C1)C1=NOC(=C1)CN1CCC2(CC1)COC1=C3CN(C(C3=CC=C12)=O)[C@@H]1C(NC(CC1)=O)=O